1-(ethylaminomethylthio)-4-(4-fluorophenyl)pyrrolidine-3-carboxylic acid C(C)NCSN1CC(C(C1)C1=CC=C(C=C1)F)C(=O)O